tert-butyl 6-(6-chloro-5-fluoro-3-methyl-imidazo[1,5-a]pyrazin-1-yl)-3-azabicyclo[3.1.0]hexane-3-carboxylate ClC=1N=CC=2N(C1F)C(=NC2C2C1CN(CC21)C(=O)OC(C)(C)C)C